2-(Methacryloyloxy)ethyl acetoacetate C(CC(=O)C)(=O)OCCOC(C(=C)C)=O